ClC=1C=C(C=CC1[C@H](CC(=O)N[C@H](C(=O)NC(C[C@H]1C(NCC1)=O)C(C(=O)NC1CC1)=O)CC(C)(C)C)CC)CS(=O)(=O)[O-] 3-Chloro-4-((3S)-1-(((2S)-1-((4-(cyclopropylamino)-3,4-dioxo-1-((S)-2-oxopyrrolidin-3-yl)butan-2-yl)amino)-4,4-dimethyl-1-oxopentan-2-yl)amino)-1-oxopentan-3-yl)phenylmethansulfonat